7-amino-3-cyclopropyl-2-methyl-5-(methyl-sulfonyl)pyrazolo[1,5-a]pyrimidine-6-carbonitrile NC1=C(C(=NC=2N1N=C(C2C2CC2)C)S(=O)(=O)C)C#N